C(C)(=O)OC1CC(CC(C1)C)(C)C 3,3,5-tri-methylcyclohexyl acetate